5-(5-iodo-indazol-1-yl)-1-methyl-1H-pyridin-2-one IC=1C=C2C=NN(C2=CC1)C=1C=CC(N(C1)C)=O